2-amino-9-[4-(hydroxymethyl)cyclopent-2-en-1-yl]-1H-purin-6-one NC=1NC(C=2N=CN(C2N1)C1C=CC(C1)CO)=O